C(C1=CC=CC=C1)(=O)OCCCCCC(=O)Cl 6-benzoyloxyhexanoyl chloride